ClC=1C=C(C=CC1Cl)C=1N=C(SC1SC(C)C)N1N=C(C(=C1C(=O)O)C(C1=CC=CC=C1)O)C 1-(4-(3,4-dichlorophenyl)-5-(isopropylthio)thiazol-2-yl)-4-(hydroxy(phenyl)methyl)-3-methyl-1H-pyrazole-5-carboxylic acid